3-(6-bromopyridin-2-yl)tetrahydrofuran-3-ol BrC1=CC=CC(=N1)C1(COCC1)O